(2R,5R)-2-(4-chlorobenzyl)-1-(4-(1,5-dimethyl-1H-pyrazol-3-yl)cyclohexyl)-5-(methylsulfonyl)piperidine hydrochloride Cl.ClC1=CC=C(C[C@@H]2N(C[C@@H](CC2)S(=O)(=O)C)C2CCC(CC2)C2=NN(C(=C2)C)C)C=C1